C(N)(=N)N1CCN(CC1)C1=CC=C(C=C1)[NH-] [4-(4-carbamimidoyl-piperazin-1-yl)-phenyl]-amide